NCC=1N=C2N(C=C(C=C2N2C(C[C@@H](C2)O)=O)C2CC2)C1 (S)-1-(2-(aminomethyl)-6-cyclopropylimidazo[1,2-a]pyridin-8-yl)-4-hydroxypyrrolidin-2-one